2-(3-aminosulfonyl-4-methylbenzyl)-1H-isoindole NS(=O)(=O)C=1C=C(CN2CC3=CC=CC=C3C2)C=CC1C